N,N-dimethyl-(p-pentacosyl-phenyl)-allyl-ammonium chloride [Cl-].C[N+](C)(CC=C)C1=CC=C(C=C1)CCCCCCCCCCCCCCCCCCCCCCCCC